3-(3-methyl-2-oxo-5-(piperidin-4-ylmethoxy)-2,3-dihydro-1H-benzo[d]imidazol-1-yl)piperidine-2,6-dione CN1C(N(C2=C1C=C(C=C2)OCC2CCNCC2)C2C(NC(CC2)=O)=O)=O